C[Si](C#CC=1SC=CN1)(C)C trimethyl-(2-thiazol-2-ylethynyl)silane